ClC1=CC(=C(C=2CCOC21)C2OC(OC2)(C)C)I 7-chloro-4-(2,2-dimethyl-1,3-dioxolan-4-yl)-5-iodo-2,3-dihydrobenzofuran